ClC=1C(=NNC1CC(C)C)C(F)(F)F 4-chloro-5-isobutyl-3-(trifluoromethyl)pyrazol